C(C)(C)(C)OC(=O)\N=C/1\N(C(CC(N1)(CC)CC)=O)[C@H](CCOC)[C@@H]1[C@H](C1)C(=O)O (1S,2S)-2-((R)-1-((E)-2-((tert-butoxycarbonyl)imino)-4,4-diethyl-6-oxotetrahydropyrimidin-1(2H)-yl)-3-methoxypropyl)cyclopropanecarboxylic acid